4-benzyl-2,6-di-tert-butyl-1,7-dimethyl-4,7-dihydro-1H-pyrrolo[2,3-c:5,4-c']dicarbazole C(C1=CC=CC=C1)N1C=2C=C(C=3N(C4=CC=CC=C4C3C2C2=C1C=C(C=1N(C=3C=CC=CC3C21)C)C(C)(C)C)C)C(C)(C)C